1,4-Hexanediol tert-butyl-8-(5-(methoxy(methyl)carbamoyl)pyrimidin-2-yl)-3,8-diazabicyclo[3.2.1]octane-3-carboxylate C(C)(C)(C)C12CN(CC(CC1)N2C2=NC=C(C=N2)C(N(C)OC)=O)C(=O)O.C(CCC(CC)O)O